NC(C#N)C(C1=CN=CC2=C(C(=CC=C12)F)F)N 2,3-diamino-3-(7,8-difluoro-4-isoquinolyl)propanenitrile